Trans-N-[4-[5-(4-(methylamino)-2-pyrrolidin-1-ylsulfonyl-phenyl)thiazol-2-yl]cyclohexyl]carbamic acid isopropyl ester C(C)(C)OC(N[C@@H]1CC[C@H](CC1)C=1SC(=CN1)C1=C(C=C(C=C1)NC)S(=O)(=O)N1CCCC1)=O